2-(4-aminooxepan-4-yl)-2-hydroxyacetamide Hydrochloride Cl.NC1(CCOCCC1)C(C(=O)N)O